ethyl (2S)-2-[4-bromo-5-fluoro-2-(4-butoxy-4,5-dihydroisoxazol-3-yl)phenoxy]-2-cyclopropylacetate BrC1=CC(=C(O[C@H](C(=O)OCC)C2CC2)C=C1F)C1=NOCC1OCCCC